CN1C(=NC=C1C1=CC(=C(C=C1)NC=1N=CC2=C(N1)C(=NC(=C2)C)NC2CCOCC2)OC)C N2-(4-(1,2-dimethyl-1H-imidazol-5-yl)-2-methoxyphenyl)-6-methyl-N8-(tetrahydro-2H-pyran-4-yl)pyrido[3,4-d]pyrimidine-2,8-diamine